2-(pyridin-2-yl)-2-propylamine N1=C(C=CC=C1)C(C)(C)N